4-(4-((6-cyclopropyl-3-(1H-pyrazol-4-yl)imidazo[1,2-a]pyrazin-8-yl)amino)-3-fluorobenzoyl)piperazin C1(CC1)C=1N=C(C=2N(C1)C(=CN2)C=2C=NNC2)NC2=C(C=C(C(=O)N1CCNCC1)C=C2)F